ClC=1C=C(OC2CCC(CC2)NC(=O)C=2N=NC(=CC2)N2C[C@@H](OCC2)CN2CCC(CC2)N2C=CC3=C(C=CC=C23)N2C(NC(CC2)=O)=O)C=CC1C#N N-((1r,4S)-4-(3-Chloro-4-cyanophenoxy)cyclohexyl)-6-((S)-2-((4-(4-(2,4-dioxotetrahydropyrimidin-1(2H)-yl)-1H-indol-1-yl)piperidin-1-yl)methyl)morpholino)pyridazine-3-carboxamide